ClC1=C(C=CC(=C1)Cl)C1=CC2=C(N=C(N=C2)SC)NC1=O 6-(2,4-dichlorophenyl)-2-(methylthio)pyrido[2,3-d]pyrimidin-7(8H)-one